propene-1-yl acetate C(C)(=O)OC=CC